diphenylmethanediolAt C1(=CC=CC=C1)C([O-])([O-])C1=CC=CC=C1